ClC=1N=C(C=2N(C1)N=CC2)C=2C=NN(C2)C2(CN(C2)C(=O)OC(C)(C)C)CC#N tert-Butyl 3-(4-(6-chloropyrazolo[1,5-a]pyrazin-4-yl)-1H-pyrazol-1-yl)-3-(cyanomethyl)azetidine-1-carboxylate